C1(=CC=CC2=CC=CC=C12)CN1C2N(C3N(C(N(C1C3=O)CC3=CC=CC1=CC=CC=C31)C2=O)CC2=CC=CC3=CC=CC=C23)CC2=CC=CC3=CC=CC=C23 2,4,6,8-tetra(naphthalen-1-ylmethyl)-2,4,6,8-tetraazaadamantane-9,10-dione